C(C)(C)(C)OC(NCCOCCOCCN1N=NC=C1CCNC=1C=C2C(N(C(C2=CC1)=O)C1C(NC(CC1)=O)=O)=O)=O.COC(CC1=CC=CC=C1)OC (2,2-dimethoxyethyl)benzene tert-butyl-N-[2-[2-[2-[5-[2-[[2-(2,6-dioxo-3-piperidyl)-1,3-dioxo-isoindolin-5-yl]amino]ethyl]triazol-1-yl]ethoxy]ethoxy]ethyl]carbamate